C1(CC1)N(CC=O)C 2-[CYCLOPROPYL(METHYL)AMINO]ACETALDEHYDE